5-bromo-N-methyl-1,3,4-thiadiazol-2-amine BrC1=NN=C(S1)NC